O(C=1C=C2C(OC(C2=CC1)=O)=O)C=1C=C2C(OC(C2=CC1)=O)=O 5,5'-oxybis[1,3-isobenzofurandione]